C(C)OC1=NC(=CC(=C1)C1=CC(=C2C(=N1)N=C(N2)C=2N=CC(=NC2)N2CCCCC2)N(C)CC(COC)(C)C)C(F)(F)F 1-(5-{5-[2-Ethoxy-6-(trifluoromethyl)pyridin-4-yl]-7-[(3-methoxy-2,2-dimethylpropyl)(methyl)amino]-1H-imidazo[4,5-b]pyridin-2-yl}pyrazin-2-yl)piperidin